3-((6-chloropyridin-2-yl)oxy)benzoic acid methyl ester COC(C1=CC(=CC=C1)OC1=NC(=CC=C1)Cl)=O